2-((2,2-Dimethyl-4-oxo-3,8,11,14,17,20,23,26,29,32,35,38-dodecaoxa-5-azatetracontan-40-yl)carbamoyl)-2-undecyltridecanedioic acid CC(C)(OC(NCCOCCOCCOCCOCCOCCOCCOCCOCCOCCOCCOCCNC(=O)C(C(=O)O)(CCCCCCCCCCC(=O)O)CCCCCCCCCCC)=O)C